Cl.CN1N=CC(=C1)C=1N=C(C=2N(C1)N=CC2)N2CCC(CCC2)CN (1-(6-(1-methyl-1H-pyrazol-4-yl)pyrazolo[1,5-a]pyrazin-4-yl)azepan-4-yl)methylamine hydrochloride